N-((4-(1-(difluoromethyl)-1H-1,2,3-triazol-4-yl)-6-(4-fluorophenyl)pyridin-3-yl)methyl)acrylamide FC(N1N=NC(=C1)C1=C(C=NC(=C1)C1=CC=C(C=C1)F)CNC(C=C)=O)F